[N+](=O)([O-])C=1C=C(C(=O)C2=CC=C(OCC(=O)NC=3C=NC=CC3)C=C2)C=CC1 2-(4-(3-nitrobenzoyl)phenoxy)-N-(pyridin-3-yl)acetamide